N-[5-(7-fluoro-5-methoxy-1H-benzimidazol-2-yl)-1-methyl-pyrazol-3-yl]-6-(3-methoxyazetidin-1-yl)pyridine-3-carboxamide FC1=CC(=CC2=C1NC(=N2)C2=CC(=NN2C)NC(=O)C=2C=NC(=CC2)N2CC(C2)OC)OC